4-(1-acryloyl-2,5-dihydro-1H-pyrrol-3-yl)-5-fluoro-3-methyl-2-(trifluoromethyl)-1H-indole-7-carboxamide C(C=C)(=O)N1CC(=CC1)C1=C2C(=C(NC2=C(C=C1F)C(=O)N)C(F)(F)F)C